CC=1C=C(C=NC1C(F)(F)F)OCC1CCN(CC1)C(=O)N1C[C@@H]2[C@@H](OCC(N2)=O)CC1 (4aR,8aS)-6-[4-[[5-methyl-6-(trifluoromethyl)-3-pyridinyl]oxymethyl]piperidine-1-carbonyl]-4,4a,5,7,8,8a-hexahydropyrido[4,3-b][1,4]oxazin-3-one